5-((2-(2-(benzyloxy)-4,6-dihydroxybenzoyl)-1,2,3,4-tetrahydroisoquinolin-8-yl)amino)pyridin-2(1H)-one C(C1=CC=CC=C1)OC1=C(C(=O)N2CC3=C(C=CC=C3CC2)NC=2C=CC(NC2)=O)C(=CC(=C1)O)O